zirconium oxide diacetate C(C)(=O)[O-].C(C)(=O)[O-].[O-2].[Zr+4]